COC1=C(C=CC=C1)S(=O)(=N)C S-(2-methoxyphenyl)-S-methylsulfoximine